ClC=1C(=NC(=NC1)NC=1C=NN(C1)CCO)C1=CC=C(C(=O)O)C=C1 4-(5-Chloro-2-((1-(2-hydroxyethyl)-1H-pyrazol-4-yl)amino)pyrimidin-4-yl)benzoic Acid